ClC1=NC=C(C=N1)CC1=NC=CC=C1 2-Chloro-5-(pyridin-2-ylmethyl)pyrimidine